N-butyl-amine tert-butyl-(S)-4-(7-(3-fluorophenyl)-5-iodo-7H-pyrrolo[2,3-d]pyrimidin-4-yl)-3-methylpiperazine-1-carboxylate C(C)(C)(C)OC(=O)N1C[C@@H](N(CC1)C=1C2=C(N=CN1)N(C=C2I)C2=CC(=CC=C2)F)C.C(CCC)N